C1(CC1)S(=O)(=O)NC1=NC=CC(=N1)C(C(=O)NC1=C(C=C(C=C1)C1=NC(=CN=C1)OC(C)C)F)CC 2-(2-(cyclopropanesulfonamido)pyrimidin-4-yl)-N-(2-fluoro-4-(6-isopropoxypyrazin-2-yl)phenyl)butanamide